S1C(=NC2=C1C=CC=C2)[C@H]2N(C[C@@H](C2)O)C([C@H](C(C)C)N2N=NC(=C2)C=2SC(=CC2)Cl)=O (S)-1-((2S,4r)-2-(benzo[d]thiazol-2-yl)-4-hydroxypyrrolidin-1-yl)-2-(4-(5-chlorothiophene-2-yl)-1H-1,2,3-triazol-1-yl)-3-methylbutan-1-one